N1=NC(C=C1)=C1N=NC=C1 BIS-PYRAZOLYL